OC=1C(=C(C2=CC=CC=C2C1)S(=O)(=O)[O-])O bis-hydroxy-naphthalenesulfonate